1-(3,4-dimethylphenyl)-1-phenyl-2-propenol CC=1C=C(C=CC1C)C(C=C)(O)C1=CC=CC=C1